OC1=C(C(=CC(=C1)OC)OC1OC(C(C(C1O)O)O)CO)C(C=CC1=CC=C(C=C1)O)=O 1-[2-Hydroxy-4-methoxy-6-[3,4,5-trihydroxy-6-(hydroxymethyl)oxan-2-yl]oxyphenyl]-3-(4-hydroxyphenyl)prop-2-en-1-one